1-(4-benzoyl-3,4-dihydroquinoxalin-1(2H)-yl)-3-(pyrrolidin-1-yl)propan-1-one C(C1=CC=CC=C1)(=O)N1CCN(C2=CC=CC=C12)C(CCN1CCCC1)=O